FC(S(=O)(=O)OC1=NC(=C(C2=C1C=CS2)C2=C(C=C(C=C2OC(C)C)F)F)C2=NC=1CN(CCC1C=C2)C(C=C)=O)(F)F [7-(2,4-difluoro-6-isopropoxy-phenyl)-6-(7-prop-2-enoyl-6,8-dihydro-5H-1,7-naphthyridin-2-yl)thieno[3,2-c]pyridin-4-yl] trifluoromethanesulfonate